2,4,4'-Trichlorobiphenyl ClC1=C(C=CC(=C1)Cl)C1=CC=C(C=C1)Cl